[Na+].S(=O)(=O)([O-])CC(=O)OCCCCCCCCCCCC Lauryl alcohol sulfoacetate sodium salt